NCC1(CCC1)NC(OC(C)(C)C)=O tertbutyl (1-(aminomethyl)cyclobutyl)carbamate